C(C)(=O)OCCC(C)=C 4-acetoxy-2-methylene-butan